4'-(2-(piperidin-1-yl)ethoxy)-[1,1'-biphenyl]-4-carboxamide N1(CCCCC1)CCOC1=CC=C(C=C1)C1=CC=C(C=C1)C(=O)N